3-amino-1-(2-((8-aminoimidazo[1,2-a]pyrazin-3-yl)methyl)-4-bromophenyl)-N-methylpiperidine-3-carboxamide NC1(CN(CCC1)C1=C(C=C(C=C1)Br)CC1=CN=C2N1C=CN=C2N)C(=O)NC